Cl.FC1=CC(=CC=2O[C@]3(CN[C@@H](C3)C(=O)N)C(NC21)=O)F (2R,5'S)-5,7-difluoro-3-oxo-3,4-dihydrospiro[benzo[b][1,4]oxazine-2,3'-pyrrolidine]-5'-carboxamide hydrochloride